NC=1N=NC(=CC1N1CC(C1)OC1=CC=C(C(=O)N2CCN(CC2)C(=O)[O-])C=C1)Cl 4-[4-[1-(3-amino-6-chloro-pyridazin-4-yl)azetidin-3-yl]oxybenzoyl]piperazine-1-carboxylate